8-(4-chloro-2-fluorophenyl)-1,4-dioxaspiro[4.5]dec-7-ene ClC1=CC(=C(C=C1)C1=CCC2(OCCO2)CC1)F